1-(4-bromophenyl)-dihydro-beta-carboline BrC1=CC=C(C=C1)C1NC=CC=2C3=CC=CC=C3NC12